2-(4-nitrophenyl)ethan-1-ol [N+](=O)([O-])C1=CC=C(C=C1)CCO